N-(5-((1H-Spiro[furo[3,4-c]pyridine-3,3'-piperidin]-1'-yl)methyl)thiazol-2-yl)acetamide N1(CC2(CCC1)OCC1=C2C=NC=C1)CC1=CN=C(S1)NC(C)=O